ClC=1C=C2C(=CNC2=C(C1)F)[C@@H]([C@@H](CCC)C1=CC(=C(C(=O)NCCC(=O)O)C=C1)F)C1=CC=C(C=C1)OC(F)(F)F 3-(4-((1S,2R)-1-(5-chloro-7-fluoro-1H-indol-3-yl)-1-(4-(trifluoromethoxy)phenyl)pentan-2-yl)-2-fluorobenzamido)propionic acid